FC1=CC=C(C=C1)C1=NC=2C(=NC(=CC2)NC2CC(CNC2)O)N1C1=CC=NC=C1 rac-5-{[2-(4-fluorophenyl)-3-(pyridin-4-yl)-3H-imidazo[4,5-b]pyridin-5-yl]amino}piperidin-3-ol